BrC1=CN=C(C=C1C(=O)OC)Cl methyl 5-bromo-2-chloroisonicotinate